[(1R,2R)-2-[[tert-butyl(diphenyl)silyl]oxymethyl]cyclopropyl]methanol [Si](C1=CC=CC=C1)(C1=CC=CC=C1)(C(C)(C)C)OC[C@H]1[C@@H](C1)CO